cis-vinyl boronate B(OC=C)[O-]